2-(4-(methylsulfonyl)phenyl)-3-hydroxypropionamide CS(=O)(=O)C1=CC=C(C=C1)C(C(=O)N)CO